((((((tert-butoxycarbonyl) amino) tetrahydro-2H-pyran-4-yl) methylene) amino) oxy)-5-oxopentanoate C(C)(C)(C)OC(=O)NC1OCCC(C1)C=NOC(C(=O)[O-])CCC=O